C(C)(C)(C)OC(=O)N1C[C@@H]2COC3=C(CN2CC1)C=C(C(=C3C)Br)I (12AR)-9-bromo-8-iodo-10-methyl-3,4,12,12a-tetrahydro-6H-pyrazino[2,1-c][1,4]benzoxazepine-2(1H)-carboxylic acid tert-butyl ester